(3R,4S)-3-amino-4-(3-boronopropyl)-1-(4-fluorobenzoyl)pyrrolidine-3-carboxylic acid N[C@]1(CN(C[C@@H]1CCCB(O)O)C(C1=CC=C(C=C1)F)=O)C(=O)O